(2-isopropyl-4-phenyl-indenyl)(2,5,6,7-tetramethyl-4-(p-tert-butyl-phenyl)indenyl)-zirconium dichloride [Cl-].[Cl-].C(C)(C)C=1C(C2=CC=CC(=C2C1)C1=CC=CC=C1)[Zr+2]C1C(=CC2=C(C(=C(C(=C12)C)C)C)C1=CC=C(C=C1)C(C)(C)C)C